C[C@@]12C[C@H](N([C@H]2C1)C(CN(C1(COC1)C1=CC=C(C=C1)OC1=CC=CC=C1)S(=O)C(C)(C)C)=O)C(=O)O (1S,3S,5S)-5-methyl-2-{2-[(2-methylpropane-2-sulfinyl)[3-(4-phenoxyphenyl)oxetan-3-yl]amino]acetyl}-2-azabicyclo[3.1.0]hexane-3-carboxylic acid